P(=O)(OC[C@H]1O[C@@]([C@@H]([C@@H]1O)O)(C#N)C1=CC=C2C(=NC=NN21)N)(OC[C@@H](COCC2=CC=CC=C2)OCCCCCCCCCCCCCCCCCC)O ((2R,3S,4R,5R)-5-(4-aminopyrrolo[2,1-f][1,2,4]triazin-7-yl)-5-cyano-3,4-dihydroxytetrahydrofuran-2-yl)methyl ((R)-3-(benzyloxy)-2-(octadecyloxy)propyl) hydrogen phosphate